O1C(=NC=C1)CN1C=NC(=C1)C(C(=O)O)=C 1-(oxazol-2-ylmethyl)-1H-imidazol-4-yl-acrylic acid